C1(=C(C=CC=C1)NC1=CC(=NC=N1)N1C[C@H]([C@@H](CC1)N1CC2=CC=CC=C2CC1)O)C1=CC=CC=C1 trans-1-(6-([1,1'-biphenyl]-2-ylamino)pyrimidine-4-yl)-4-(3,4-dihydroisoquinolin-2(1H)-yl)piperidin-3-ol